3-(1-acetylpyrrolidin-2-yl)-2,2-diphenylpropanoic acid C(C)(=O)N1C(CCC1)CC(C(=O)O)(C1=CC=CC=C1)C1=CC=CC=C1